P(=O)([O-])([O-])O.[Ca+2] calcium hydrophosphate salt